6-(2,3-dihydroxy-4-methoxybenzylamino)purine mesylate S(C)(=O)(=O)O.OC1=C(CNC2=C3NC=NC3=NC=N2)C=CC(=C1O)OC